CC1(C2=CC=CC=C2C=2C=CC(=CC12)NC1=CC=CC2=C1SC1=C2C=CC=C1)C N-(9,9-dimethyl-9H-fluoren-2-yl)dibenzo[b,d]thiophene-4-amine